1-pentyl-3-(1-adamantyl-formyl)indole C(CCCC)N1C=C(C2=CC=CC=C12)C(=O)C12CC3CC(CC(C1)C3)C2